FC1(CCC(CC1)C1=C(C2=C(CCC1)C=C(C=C2)O)C2=CC=C(C=C2)O[C@@H]2CN(CC2)CCCF)F 6-(4,4-difluoro-cyclohexyl)-5-[4-[(3S)-1-(3-fluoropropyl)pyrrolidin-3-yl]oxyphenyl]-8,9-dihydro-7H-benzo[7]annulen-2-ol